CC1=C(C(NC(=C1)C)=O)CNC(=O)C=1C(=C(C=C(C1)C1=NC=C(N=C1)C)N(C1CCC(CC1)NC(OC(C)(C)C)=O)CC)C tert-butyl ((1r,4r)-4-((3-(((4,6-dimethyl-2-oxo-1,2-dihydropyridin-3-yl)methyl)carbamoyl)-2-methyl-5-(5-methylpyrazin-2-yl)-phenyl)-(ethyl)-amino)-cyclohexyl)carbamate